COC(=O)[C@H]1N(C[C@@H](C1)F)CCOC (2S-4R)-4-fluoro-1-(2-methoxyethyl)pyrrolidine-2-carboxylic acid methyl ester